FCCCN1CC(C1)NC=1C=C(C(=NC1)[C@H]1N([C@@H](CC2=C3C(=CC=C12)NC(O3)=O)C)CC(F)(F)F)OC (6S,8R)-6-(5-((1-(3-fluoropropyl)azetidin-3-yl)amino)-3-methoxypyridin-2-yl)-8-methyl-7-(2,2,2-trifluoroethyl)-6,7,8,9-tetrahydrooxazolo[5,4-f]isoquinolin-2(3H)-one